Cl.N(N)C1=CC=C(C=C1)N1C=NN=C1 4-(4-hydrazinylphenyl)-1,2,4-triazole hydrochloride